CN(C/C=C/C(=O)N1CC2(C1)CCN(CC2)C=2SC(=CC2)C)C (E)-4-(dimethylamino)-1-(7-(5-methylthiophen-2-yl)-2,7-diazaspiro[3.5]nonan-2-yl)but-2-en-1-one